[Al+3].C(C)(=O)CC(=O)[O-].C(C)(=O)CC(=O)[O-].C(C)(=O)CC(=O)[O-] acetylacetate aluminum